(S)-8-(2-amino-6-((R)-2,2,2-trifluoro-1-(5'-methoxy-2'-methyl-[1,1'-biphenyl]-4-yl)ethoxy)pyrimidin-4-yl)-2,8-diazaspiro[4.5]decane-3-carboxylic acid NC1=NC(=CC(=N1)N1CCC2(C[C@H](NC2)C(=O)O)CC1)O[C@@H](C(F)(F)F)C1=CC=C(C=C1)C1=C(C=CC(=C1)OC)C